FC(C1=CC=C(C=C1)C1=NN=C(O1)CO\N=C(\C1=CC=CC=C1)/C1=NN=NN1C)(F)F (Z)-(1-methyl-1H-tetrazol-5-yl)(phenyl)methanone O-((5-(4-trifluoromethylphenyl)-1,3,4-oxadiazol-2-yl)methyl) oxime